[Si](C)(C)(C(C)(C)C)OCC(C(F)(F)F)O 3-((tert-butyldimethylsilyl)oxy)-1,1,1-trifluoropropane-2-ol